N1(C=CC=2C=NC=CC21)C[C@@H](C)N (R)-1-(1H-pyrrolo[3,2-c]pyridin-1-yl)propan-2-amine